CN([C@H](CN1C(C2=CC=CC=C2C1=O)=O)CC=1C=C2C=NN(C2=CC1)S(=O)(=O)C1=CC=C(C)C=C1)C (S)-2-(2-(dimethylamino)-3-(1-tosyl-1H-indazol-5-yl)propyl)isoindoline-1,3-dione